benzyl (2S,5R)-5-((6-chloro-1-((2-(trimethylsilyl) ethoxy) methyl)-1H-pyrazolo[3,4-d]pyrimidin-4-yl) amino)-2-methylpiperidine-1-carboxylate ClC1=NC(=C2C(=N1)N(N=C2)COCC[Si](C)(C)C)N[C@@H]2CC[C@@H](N(C2)C(=O)OCC2=CC=CC=C2)C